N-{[(2R)-1,4-dioxan-2-yl]methyl}-2-{[1-(methoxyacetyl)piperidin-4-yl]methyl}-8-(trifluoromethyl)-4,5-dihydro-2H-furo[2,3-g]indazole-7-carboxamide O1[C@@H](COCC1)CNC(=O)C1=C(C2=C(CCC3=CN(N=C23)CC2CCN(CC2)C(COC)=O)O1)C(F)(F)F